furan-one O1C(CC=C1)=O